FC(C=1C=C(C=CC1)C=1C=C2C(=NC1)NCN2CC=2C=NC=CC2)F 6-[3-(Difluoromethyl)phenyl]-1-(3-pyridylmethyl)-3H-imidazo[4,5-b]pyridin